4-(4,5-dichloro-2-methoxyphenyl)piperidine-4-carboxylic acid ClC1=CC(=C(C=C1Cl)C1(CCNCC1)C(=O)O)OC